S1N=CC(=C1)C(=O)OC methyl 1,2-thiazole-4-carboxylate